C(C)OC(=O)C=1N=NC(=CC1)C=1C=NNC1 6-(1H-pyrazol-4-yl)pyridazine-3-carboxylic acid ethyl ester